tert-butyl-4-(hydroxy(1-tosyl-1H-pyrrol-2-yl)methyl)-4-(hydroxymethyl)piperidine C(C)(C)(C)N1CCC(CC1)(CO)C(C=1N(C=CC1)S(=O)(=O)C1=CC=C(C)C=C1)O